N[C@H](C(=O)O)CC(=O)NC (S)-2-AMINO-4-(METHYLAMINO)-4-OXOBUTANOIC ACID